ClC1=C(NC2=C(C=CC=C2)CC(=O)O)C(=CC=C1)Cl 2-(2,6-dichloroanilino)phenylacetic acid